2-(2-((S)-1-(2,3-Difluorobenzyl)-5-oxopyrrolidin-2-yl)acetamido)-3-methyl-N-(4-nitrophenyl)butanamide FC1=C(CN2[C@@H](CCC2=O)CC(=O)NC(C(=O)NC2=CC=C(C=C2)[N+](=O)[O-])C(C)C)C=CC=C1F